C(C)(C)C1=C(C=CC=C1)C1CN(CCN1C1CC2(C1)CCNCC2)CC2=CC=CC=1OCC(N(C12)C)=O 5-((3-(2-isopropylphenyl)-4-(7-azaspiro[3.5]nonan-2-yl)piperazin-1-yl)methyl)-4-methyl-2H-benzo[b][1,4]oxazin-3(4H)-one